3-(cyclopropylmethoxy)benzene C1(CC1)COC=1C=CC=CC1